1,2-dibutoxypropane C(CCC)OCC(C)OCCCC